3-[4-[(E)-2-[6-[6-(2-aminoethylamino)-6-oxohexoxy]-1,3-benzoxazol-2-yl]vinyl]-1-pyridyl]propane-1-sulphonate NCCNC(CCCCCOC1=CC2=C(N=C(O2)/C=C/C2=CCN(C=C2)CCCS(=O)(=O)[O-])C=C1)=O